FC=1C=2N(C=C(C1)NC(=O)N1CCC=3C1=NC=CC3N3C[C@@]1(CC3)OCCN(C1)C(=O)OC(C)(C)C)C=C(N2)C tert-butyl (R)-2-(1-((8-fluoro-2-methylimidazo[1,2-a]pyridin-6-yl)carbamoyl)-2,3-dihydro-1H-pyrrolo[2,3-b]pyridin-4-yl)-6-oxa-2,9-diazaspiro[4.5]decane-9-carboxylate